CC1=C(C(=O)N)C=C(C=C1)OC1=CC=C(C=C1)[N+](=O)[O-] 2-methyl-5-(4-nitrophenoxy)benzamide